C(C)(C)(C)C1=NN(C(=C1)NC(=O)NCC1=C(C=CC=C1)SC=1C=CC=2N(C1)C(=NN2)C(C)C)C2=CC=CC=C2 1-(3-tert-butyl-1-phenyl-1H-pyrazol-5-yl)-3-(2-{[3-(1-methylethyl)[1,2,4]-triazolo[4,3-a]pyridin-6-yl]sulfanyl}benzyl)urea